O=C1N(CCC1OC1=NC2=CC=CC=C2C=C1)C1=C(C=C(C=C1)C1=CC=CC=C1)C(=O)N 4-(2-oxo-3-(quinolin-2-yloxy)pyrrolidin-1-yl)biphenyl-3-carboxamide